C(C=C)(=O)[Na].[In].[Ga] gallium-indium alloyl-sodium